tert-butyl 4-[[1-[1-(2,6-dibenzyloxy-3-pyridyl)-3-methyl-2-oxo-benzimidazol-5-yl]-4-piperidyl]methyl]piperidine-1-carboxylate C(C1=CC=CC=C1)OC1=NC(=CC=C1N1C(N(C2=C1C=CC(=C2)N2CCC(CC2)CC2CCN(CC2)C(=O)OC(C)(C)C)C)=O)OCC2=CC=CC=C2